2-(((2S,5S)-5-(6-((4-cyano-2-fluorobenzyl)oxy)pyridin-2-yl)tetrahydro-2H-pyran-2-yl)methyl)-1-(((S)-oxetan-2-yl)methyl)-1H-benzo[d]imidazole-6-carboxylic acid C(#N)C1=CC(=C(COC2=CC=CC(=N2)[C@@H]2CC[C@H](OC2)CC2=NC3=C(N2C[C@H]2OCC2)C=C(C=C3)C(=O)O)C=C1)F